lead-tin-copper-antimony [Sb].[Cu].[Sn].[Pb]